IC1=CC=C(C=C1)/C(=C/COC1=CC(=C(OCC(=O)OC)C=C1)C)/C1=CC2=C(OC(=C2)C)C=C1 methyl (Z)-[4-[3-(4-iodophenyl)-3-(2-methylbenzo[b]furan-5-yl)allyloxy]-2-methylphenoxy]acetate